[4-(1-methyl-1H-pyrazol-4-yl)-benzyl]-{6-[7-(tetrahydro-furan-3-yloxy)-imidazo[1,2-a]pyridin-3-yl]-pyrimidin-4-yl}-amine CN1N=CC(=C1)C1=CC=C(CNC2=NC=NC(=C2)C2=CN=C3N2C=CC(=C3)OC3COCC3)C=C1